OC(C)(C)C12CN(C(C1)C2)C2=CC(=NC=N2)N2N=CC=1C=NC(=CC12)[C@]1(CC12CC2)C#N |o1:25| (R or S)-1-(1-(6-(4-(2-hydroxypropan-2-yl)-2-azabicyclo[2.1.1]hexan-2-yl)pyrimidin-4-yl)-1H-pyrazolo[4,3-c]pyridin-6-yl)spiro[2.2]pentane-1-carbonitrile